CC1(C(OB(O1)C=1C=CC=2NC3=CC=CC=C3C2C1)(C)C)C 3-(tetramethyl-1,3,2-dioxaborolan-2-yl)-9H-carbazole